C1(CC1)C=1C=CNN(C1)C1CN(C1)CC 5-cyclopropyl-N-(1-ethylazetidin-3-yl)pyridazine